O=C1OC(CCC1N1CCN(CCN(CCN(CC1)CC(=O)O)CC(=O)O)CC(=O)O)=O 2,2',2''-(10-(2,6-Dioxotetrahydro-2H-pyran-3-yl)-1,4,7,10-tetraazacyclododecane-1,4,7-triyl)triacetic acid